7-(4-bromobutoxy)-3,4-dihydro-2(1H)-quinolone BrCCCCOC1=CC=C2CCC(NC2=C1)=O